C1(CC1)C=1C=2N(N=C(C1)C=1C(NC(NC1)=O)=O)C(=CN2)F 5-(8-cyclopropyl-3-fluoro-imidazo[1,2-b]pyridazin-6-yl)-1H-pyrimidine-2,4-dione